BrC=1C=C(C(=O)O)C=C(C1C)C(F)(F)F 3-bromo-4-methyl-5-(trifluoromethyl)benzoic acid